CC1=C(C=CC(=C1)C)C1=NC(=NC(=N1)C1=C(C=C(C=C1)C)C)C1=C(C=C(C=C1)OCCCCCCCC)O 2-(4,6-bis-(2,4-dimethylphenyl)-1,3,5-triazin-2-yl)-5-(octyloxy)-phenol